COC(NC=1N=C(C2=C(N1)C(=NN2CC2=C(C=C(C=C2)CO)OC)C)NCC2=NOC(=C2)C)=O (1-(4-(hydroxymethyl)-2-methoxybenzyl)-3-methyl-7-(((5-methylisoxazol-3-yl)methyl)amino)-1H-pyrazolo[4,3-d]Pyrimidin-5-yl)carbamic acid methyl ester